4-cyclopropyl-5-[4-[[4-[1-cyclopropyl-4-(trifluoromethyl)imidazol-2-yl]-3-fluoro-phenyl]methoxy]pyrimidin-2-yl]-6-methoxy-pyrimidine C1(CC1)C1=NC=NC(=C1C1=NC=CC(=N1)OCC1=CC(=C(C=C1)C=1N(C=C(N1)C(F)(F)F)C1CC1)F)OC